3-{2-cyano-1-[4-(7H-pyrrolo-[2,3-d]pyrimidin-4-yl)-1H-pyrazol-1-yl]ethyl}-4-fluorobenzonitrile trifluoroacetate FC(C(=O)O)(F)F.C(#N)CC(N1N=CC(=C1)C=1C2=C(N=CN1)NC=C2)C=2C=C(C#N)C=CC2F